C(C)OC=1C=C(C=CC1OC)[C@@H](CS(=O)(=O)C)N1C(C2=CC=CC(=C2C1=O)NC(CCCCCCCCC(=O)OC(C)(C)C)=O)=O tert-butyl (S)-10-((2-(1-(3-ethoxy-4-methoxyphenyl)-2-(methylsulfonyl) ethyl)-1,3-dioxoisoindolin-4-yl) amino)-10-oxodecanoate